tert-butyl ((2R)-1-(3-(5-(3-cyano-6-(2-hydroxy-2-methylpropoxy)pyrazolo[1,5-a]pyridin-4-yl)pyridin-2-yl)-3,6-diazabicyclo[3.1.1]heptan-6-yl)-4-methyl-1-oxopentan-2-yl)carbamate C(#N)C=1C=NN2C1C(=CC(=C2)OCC(C)(C)O)C=2C=CC(=NC2)N2CC1N(C(C2)C1)C([C@@H](CC(C)C)NC(OC(C)(C)C)=O)=O